O(C#N)C1=CC=C(C=C1)OC1=CC=C(C=C1)OC#N Bis(4-cyanatophenyl) ether